racemic-2-methylsulfonyl-7-[(cis)-3-methyltetrahydropyran-4-yl]pyrrolo[2,3-d]pyrimidine-6-carbonitrile CS(=O)(=O)C=1N=CC2=C(N1)N(C(=C2)C#N)[C@@H]2[C@@H](COCC2)C |r|